C(C1=CC=CC=C1)(=S)SC(C(=O)O)C 2-(thiobenzoylthio)propionic acid